C(C)(C)C=1C=CC2=C(C(=C(O2)C(F)(F)F)C(=NC(C)=O)C2=CC=CC=C2)C1 N-((5-Isopropyl-2-(trifluoromethyl)benzofuran-3-yl)(phenyl)methylene)acetamide